CN1N=CC(=C1)C(=O)N[C@@H]1COC2=C1C=CC(=C2)C2=NC(=NO2)C([2H])([2H])[2H] (S)-1-methyl-N-(6-(3-(methyl-d3)-1,2,4-oxadiazol-5-yl)-2,3-dihydrobenzofuran-3-yl)-1H-pyrazole-4-carboxamide